7-Cyclobutoxy-2-(1-methyl-2-oxabicyclo[2.2.1]heptan-4-yl)imidazo[1,2-a]pyridine-6-carboxylic acid C1(CCC1)OC1=CC=2N(C=C1C(=O)O)C=C(N2)C21COC(CC2)(C1)C